methyl 2-(N-(4-(4-(6-methyl-2-(pyrrolidin-1-yl)pyrimidin-4-yl)-1H-pyrazol-1-yl)-3-(6-azaspiro[2.5]octan-6-yl)phenyl)sulfamoyl)acetate CC1=CC(=NC(=N1)N1CCCC1)C=1C=NN(C1)C1=C(C=C(C=C1)NS(=O)(=O)CC(=O)OC)N1CCC2(CC2)CC1